5-chloro-2-iodo-3-methoxypyridine ClC=1C=C(C(=NC1)I)OC